propionic acid-methylester COC(CC)=O